C1(=CC=CC=C1)C1=NC(=NC(=N1)C1=CC=CC=C1)C=1C=C(C=CC1)C1=CC(=CC=C1)C=1C=CC=2C3(C4=CC=CC=C4C2C1)C1=CC=CC=C1C=1C=CC=CC13 2,4-diphenyl-6-[3'-(9,9'-spirobi[9H-fluoren]-3-yl)[1,1'-biphenyl]-3-yl]-1,3,5-Triazine